OC1(CC(C1)C(=O)N1CCN(CC1)C1=NC=C(C=C1)O)C1=CC=CC=C1 (3-Hydroxy-3-phenylcyclobutyl)-[4-(5-hydroxypyridin-2-yl)-piperazin-1-yl]-methanone